C(#N)C1=C(C=CC(=C1F)C(F)(F)F)N1CCC(C2=CC(=CC(=C12)C#N)F)OC 1-[2-cyano-3-fluoro-4-(trifluoromethyl)phenyl]-6-fluoro-4-methoxy-3,4-dihydro-2H-quinoline-8-carbonitrile